tert-butyl 4-{3-carbamoyl-2-[4-(4-methoxyphenoxy)phenyl]-2H-pyrazolo[4,3-b]pyridin-7-yl}piperidine-1-carboxylate C(N)(=O)C=1N(N=C2C1N=CC=C2C2CCN(CC2)C(=O)OC(C)(C)C)C2=CC=C(C=C2)OC2=CC=C(C=C2)OC